Tert-butyl 2-((2S,4S)-5-chloro-6-fluoro-4-(2-fluoro-6-(methylcarbamoyl)-3-(2-((tetrahydro-2H-pyran-2-yl)oxy)ethoxy)phenyl)-2-phenyl-2,3-dihydrobenzofuran-2-yl)azetidine-1-carboxylate ClC=1C(=CC2=C(C[C@](O2)(C2=CC=CC=C2)C2N(CC2)C(=O)OC(C)(C)C)C1C1=C(C(=CC=C1C(NC)=O)OCCOC1OCCCC1)F)F